OCCN(CCCCCCCC(=O)OC(CCCCCCCC)CCCCCCCC)CCCCCCCC(=O)OC(CCCCCCCC)CCCCCCCC 1-octylnonyl 8-{(2-hydroxyethyl)[7-(1-octylnonyloxycarbonyl)heptyl]amino}octanoate